Tert.-Butyl acetate C(C)(=O)OC(C)(C)C